C1(=CC=CC=C1)C1(CCOCC1)C=1SC=C(N1)CO (2-(4-phenyltetrahydro-2H-pyran-4-yl)thiazol-4-yl)methanol